N-((S)-2-amino-1-((3R,5S)-1,1-difluorospiro[2.5]octan-5-yl)-2-oxoethyl)-1-ethyl-1H-pyrazole-5-carboxamide NC([C@H]([C@@H]1C[C@@]2(CC2(F)F)CCC1)NC(=O)C1=CC=NN1CC)=O